(R)-1-(7-(4-((1-(2-methyl-3-(trifluoromethyl)phenyl)ethyl)amino)quinolin-6-yl)-4,7-diazaspiro[2.5]octan-4-yl)ethan-1-one CC1=C(C=CC=C1C(F)(F)F)[C@@H](C)NC1=CC=NC2=CC=C(C=C12)N1CCN(C2(CC2)C1)C(C)=O